ClC=1C(=NN2C1CN(CCC2)S(=O)(=O)C2=C(C=CC=C2)[N+](=O)[O-])C2=NN=C(N2C)C 3-chloro-2-(4,5-dimethyl-1,2,4-triazol-3-yl)-5-(2-nitrophenyl)sulfonyl-4,6,7,8-tetrahydropyrazolo[1,5-a][1,4]diazepine